1-((1-propenoylazetidin-3-yl)methyl)-7-chloro-6-(2,4-dichloro-5-hydroxyphenyl)-5-fluoro-4-(2-isopropyl-6-methylphenyl)-1,4-dihydroquinoxaline-2,3-dione C(C=C)(=O)N1CC(C1)CN1C(C(N(C2=C(C(=C(C=C12)Cl)C1=C(C=C(C(=C1)O)Cl)Cl)F)C1=C(C=CC=C1C)C(C)C)=O)=O